Triaconta-17,20-dienoic acid C(CCCCCCCCCCCCCCCC=CCC=CCCCCCCCCC)(=O)O